C(=O)[O-].C(C)OC(=O)C1=C(N=C(S1)NC(CC(NC(C1=CC(=CC=C1)C1=NOC(=N1)C)=O)C1CC[NH2+]CC1)=O)C 4-(3-((5-(ethoxycarbonyl)-4-methylthiazol-2-yl)amino)-1-(3-(5-methyl-1,2,4-oxadiazol-3-yl)benzoylamino)-3-oxopropyl)piperidin-1-ium formate salt